3-(methoxymethylene)-2(3H)-benzofuranone tert-Butyl-4-[4-[4-[(1R)-1-(2-cyanophenyl)ethoxy]pyrazolo[1,5-a]pyridin-6-yl]-5-methyl-pyrazol-1-yl]piperidine-1-carboxylate C(C)(C)(C)OC(=O)N1CCC(CC1)N1N=CC(=C1C)C=1C=C(C=2N(C1)N=CC2)O[C@H](C)C2=C(C=CC=C2)C#N.COC=C2C(OC1=C2C=CC=C1)=O